FC1=CC=C(C=C1)C1=NC=C2N1C=C(N=C2OC)C(=O)OC methyl 3-(4-fluoro-phenyl)-8-methoxy-imidazo[1,5-a]pyrazine-6-carboxylate